dinitromethyl-amine [N+](=O)([O-])C([N+](=O)[O-])N